C(=O)(O)CC[N+]1=NC=C(C=C1)C1=NC=CC=N1.ClC1=C(C(=O)C=2C(CCCC2O)=O)C=CC(=C1CN1CCOCC1)S(=O)(=O)C 2-[2-chloro-4-(methylsulfonyl)-3-(morpholine-4-ylmethyl)benzoyl]-3-hydroxycyclohex-2-en-1-one, 1-(2-carboxyethyl)-4-(pyrimidin-2-yl)pyridazin-1-ium salt